BrC=1C(N2[C@H]([C@H](CCC2=CC1)NC(=O)C1(CC1)OC)CC=1C(=C(C=CC1)C1=CC(=CC=C1)F)F)=O |r| rac-N-{(3S,4S)-7-bromo-4-[(2,3'-difluoro[1,1'-biphenyl]-3-yl)methyl]-6-oxo-1,3,4,6-tetrahydro-2H-quinolizin-3-yl}-1-methoxycyclopropane-1-carboxamide